[Cl-].N1=CC=CC2=CC=C3C=CC=NC3=C12.[Eu+3].[Cl-].[Cl-] europium (phenanthroline) chloride